6-((2-((3R,4S)-3-amino-4-fluoropiperidin-1-yl)-6-chloro-1H-benzo[d]imidazol-1-yl)methyl)nicotinonitrile N[C@@H]1CN(CC[C@@H]1F)C1=NC2=C(N1CC1=NC=C(C#N)C=C1)C=C(C=C2)Cl